1,2-dioleyl-sn-glycero-3-phosphoglycerol CCCCCCCC/C=C\CCCCCCCCOC[C@H](COP(=O)(O)OCC(CO)O)OCCCCCCCC/C=C\CCCCCCCC